ClC1=C(C=CC(=C1)C(F)(F)F)NC(CN1C(=C(C(C=2N=C3C(=NC21)OC(=C3)C)=O)N3CCN(CC3)C(=O)OC(C)(C)C)CC)=O tert-butyl 4-(8-(2-((2-chloro-4-(trifluoromethyl)phenyl)amino)-2-oxoethyl)-7-ethyl-2-methyl-5-oxo-5,8-dihydrofuro[2,3-b]pyrido[3,2-e]pyrazin-6-yl)piperazine-1-carboxylate